O1CCN(CC1)C1=C(C=C2C(=N1)CN(C2)C(=O)OCC2=CC=CC=C2)C(=O)OC O6-benzyl O3-methyl 2-morpholino-5,7-dihydropyrrolo[3,4-b]pyridine-3,6-dicarboxylate